1-((2S)-4-(6-chloro-2-((5-chloro-1-cyclopropyl-1H-pyrazol-4-yl)amino)quinazolin-7-yl)-2-methylpiperidin-1-yl)ethan-1-one ClC=1C=C2C=NC(=NC2=CC1C1C[C@@H](N(CC1)C(C)=O)C)NC=1C=NN(C1Cl)C1CC1